(S)-6-(4-(ethoxy-d5)phenyl)-N-(2-(2-fluoro-5-(methoxy-d3)pyridin-3-yl)-2-hydroxyethyl)pyrazine-2-carboxamide C(C([2H])([2H])[2H])(OC1=CC=C(C=C1)C1=CN=CC(=N1)C(=O)NC[C@@H](O)C=1C(=NC=C(C1)OC([2H])([2H])[2H])F)([2H])[2H]